FC(CO)(C=C)F 2,2-difluorobut-3-en-1-ol